N-((3S,5S,6R)-6-methyl-2-oxo-1-(2,2,2-trifluoroethyl)-5-(2,3,6-trifluorophenyl)Piperidin-3-yl)-2'-oxo-1,1',2',4,6,7-hexahydrospiro[indole-5,3'-pyrrolo[2,3-b]pyridine]-2-carboxamide C[C@@H]1[C@@H](C[C@@H](C(N1CC(F)(F)F)=O)NC(=O)C=1NC=2CCC3(C(NC4=NC=CC=C43)=O)CC2C1)C1=C(C(=CC=C1F)F)F